gamma-(methacryloxy)propyl-triethoxysilane Octadecyl-(tert-butoxycarbonyl)phenylalaninate C(CCCCCCCCCCCCCCCCC)N([C@@H](CC1=CC=CC=C1)C(=O)O)C(=O)OC(C)(C)C.C(C(=C)C)(=O)OCCC[Si](OCC)(OCC)OCC